(S)-7-(([1,1'-biphenyl]-4-carbonyl)glycyl)-N-((R)-1-(4-(N-acetoxycarbamimidoyl)thiophen-2-yl)ethyl)-1,4-dioxa-7-azaspiro[4.4]nonane-8-carboxamide C1(=CC=C(C=C1)C(=O)NCC(=O)N1CC2(OCCO2)C[C@H]1C(=O)N[C@H](C)C=1SC=C(C1)C(NOC(C)=O)=N)C1=CC=CC=C1